(S)-(3-amino-5-(4-fluorophenyl)-6-(3-methylimidazo[1,2-a]pyridin-6-yl)pyrazin-2-yl)(2-(methoxymethyl)pyrrolidin-1-yl)methanone NC=1C(=NC(=C(N1)C1=CC=C(C=C1)F)C=1C=CC=2N(C1)C(=CN2)C)C(=O)N2[C@@H](CCC2)COC